selenolanthionine N[C@@H](CSC[C@H](N)C(=[Se])O)C(=O)O